(3R)-3-amino-5-[(4-chlorophenyl)methyl]-8-fluoro-1,1-dioxo-7-[5-[rac-(1R,5S)-3-oxa-8-azabicyclo[3.2.1]octan-8-yl]-1,2,4-oxadiazol-3-yl]-2,3-dihydro-1λ6,5-benzothiazepin-4-one N[C@H]1CS(C2=C(N(C1=O)CC1=CC=C(C=C1)Cl)C=C(C(=C2)F)C2=NOC(=N2)N2[C@H]1COC[C@@H]2CC1)(=O)=O |&1:28,32|